FC=1C(=C(C=CC1)N)N 3-fluoro-1,2-phenylenediamine